N'-pyrrolidino-N,N-dimethyl-urea N1(CCCC1)NC(N(C)C)=O